BrC1=C(C(=CC=C1)F)NN=C(C(=O)OC)C(CC(=O)OC)=O dimethyl 2-(2-(2-bromo-6-fluorophenyl) hydrazono)-3-oxoglutarate